[N+](=O)([O-])C1=CC=C(C=C1)S(=O)(=O)N(CC(=O)OC(C)(C)C)CCCC(C)=O tert-butyl N-((4-nitrophenyl)sulfonyl)-N-(4-oxopentyl)glycinate